(1S,3S)-3-((tertbutoxycarbonyl)amino)cyclohexane-1-carboxylic acid C(C)(C)(C)OC(=O)N[C@@H]1C[C@H](CCC1)C(=O)O